bis[2-(di-t-butylphosphino)ethyl]amine C(C)(C)(C)P(CCNCCP(C(C)(C)C)C(C)(C)C)C(C)(C)C